COC(C1CCN(CC1)C1=CC=C(C=C1)C1C=2C=CC(=CC2CCC1)O)OC 5-(4-(4-(dimethoxymethyl)piperidin-1-yl)phenyl)-5,6,7,8-tetrahydronaphthalen-2-ol